[Cl-].[Cl-].C(C)(C)[Ti+2](C1=CC=CC=2C3=CC=CC=C3CC12)C1C=CC=C1 isopropyl-(cyclopentadienyl)(fluorenyl)titanium dichloride